tert-butyl 4-(6-(3-fluorophenyl)pyrazolo[1,5-a]pyridin-3-yl)piperazine-1-carboxylate FC=1C=C(C=CC1)C=1C=CC=2N(C1)N=CC2N2CCN(CC2)C(=O)OC(C)(C)C